2-((2-Bromo-3-(3-chloro-5-fluorophenoxy)-6-((trifluoromethyl)sulfonyl)benzyl)amino)ethan BrC1=C(CNCC)C(=CC=C1OC1=CC(=CC(=C1)F)Cl)S(=O)(=O)C(F)(F)F